C(C1=CC=CC=C1)OC1CC(C1)C12CCCN2C(C2=C1SC(=C2)C2=NC(=NC=C2C(F)(F)F)NC2CCN(CC2)S(=O)(=O)C)=O 8a-(3-(Benzyloxy)cyclobutyl)-2-(2-((1-(methylsulfonyl)piperidin-4-yl)amino)-5-(trifluoromethyl)pyrimidin-4-yl)-6,7,8,8a-tetrahydro-4H-thieno[2,3-a]pyrrolizin-4-on